N-CBZ-1,4-diaminobutane hydrochloride salt Cl.C(=O)(OCC1=CC=CC=C1)NCCCCN